O1CCN(CC1)C=1C2=C(N=CN1)NC(=C2)C2=CC=C(C=C2)NC(=O)[C@H]2CN(CC2)C2CCNCC2 (R)-N-(4-(4-morpholino-7H-pyrrolo[2,3-d]pyrimidin-6-yl)phenyl)-1-(piperidin-4-yl)pyrrolidine-3-carboxamide